L-prolyl-L-serine N1[C@@H](CCC1)C(=O)N[C@@H](CO)C(=O)O